N[C@@H](CCSC)CO |r| DL-Methioninol